methyl 2,3,3-trimethylbutyrate CC(C(=O)OC)C(C)(C)C